(S)-2-((((9H-fluoren-9-yl)methoxy)carbonyl)amino)-3-(2-fluoro-5-methoxyphenyl)propanoic acid C1=CC=CC=2C3=CC=CC=C3C(C12)COC(=O)N[C@H](C(=O)O)CC1=C(C=CC(=C1)OC)F